C(C1=CC=CC=C1)(C1=CC=CC=C1)N1C2CN(CC1CC2)CC=2C=C1CN(C(C1=CC2)=O)N2C(NC(CC2)=O)=O 1-(5-((8-benzhydryl-3,8-diazabicyclo[3.2.1]octan-3-yl)methyl)-1-oxoisoindolin-2-yl)dihydropyrimidine-2,4(1H,3H)-dione